(R)-(((2R,3S,4R,5R)-5-(4-aminopyrrolo[2,1-f][1,2,4]triazine-7-yl)-5-cyano(3,4-dihydroxytetrahydrofuran-2-yl)methoxy)(4-tert-butylphenoxy)phosphoryl)-L-alanine NC1=NC=NN2C1=CC=C2[C@]2([C@@H]([C@@H]([C@H](O2)COP(=O)(OC2=CC=C(C=C2)C(C)(C)C)N[C@H](C)C(=O)O)O)O)C#N